C(C)(C)(C)OC(=O)N1CCN(CC1)C1=CC(=C(C(=O)O)C=C1)F 4-(4-(tert-butyloxycarbonyl)piperazin-1-yl)-2-fluorobenzoic acid